C(C)(=O)N1CCN(CC1)C1CCC(CC1)NC(=O)C1=CC2=C(N(N=C2C)CC(C)C)S1 N-((1r,4r)-4-(4-acetylpiperazin-1-yl)-cyclohexyl)-1-iso-butyl-3-methyl-1H-thieno[2,3-c]pyrazole-5-carboxamide